N-(2-bromo-5-fluorophenyl)-6-chloro-1H-indole-3-sulfonamide BrC1=C(C=C(C=C1)F)NS(=O)(=O)C1=CNC2=CC(=CC=C12)Cl